C(=O)(O)C(NC1=CC=C(C=C1)N)C(=O)O N'-dicarboxymethyl-p-phenylenediamine